FC1=CC=C(C=C1)C1=CC=C(C=N1)C=1N(C(C2=CC(=CC(=C2C1)[C@@H](C)N[S@](=O)C(C)(C)C)C)=O)C (R)-N-((R)-1-(3-(6-(4-fluorophenyl)pyridin-3-yl)-2,7-dimethyl-1-oxo-1,2-dihydroisoquinolin-5-yl)ethyl)-2-methylpropane-2-sulfinamide